N-(6-(2-cyanoprop-2-yl)-4'-((2-(1,1-difluoroethyl)-6-methylpyrimidin-4-yl)amino)-[2,3'-bipyridyl]-6'-yl)acetamide C(#N)C(C)(C)C1=CC=CC(=N1)C=1C=NC(=CC1NC1=NC(=NC(=C1)C)C(C)(F)F)NC(C)=O